(2R)-2-methyl-N-{2-[1-(pyridin-3-ylmethyl)piperidin-4-yl]ethyl}-4-[5-(trifluoromethyl)pyrimidin-2-yl]piperazine-1-carboxamide C[C@H]1N(CCN(C1)C1=NC=C(C=N1)C(F)(F)F)C(=O)NCCC1CCN(CC1)CC=1C=NC=CC1